N-(cyclopropylmethyl)-1-methyl-N-[1-(3-pyrimidin-2-ylpyrazin-2-yl)ethyl]-5,7-bis(trifluoromethyl)indazol-3-amine C1(CC1)CN(C1=NN(C2=C(C=C(C=C12)C(F)(F)F)C(F)(F)F)C)C(C)C1=NC=CN=C1C1=NC=CC=N1